CC1C2=C(C(N(C1)CC(=O)OCC)=O)C=C(S2)C=C ethyl 2-(7-methyl-4-oxo-2-vinyl-6,7-dihydrothieno[3,2-c]pyridin-5-yl)acetate